7-cyclopropyl-1-(4-(difluoromethoxy)phenyl)-3-(2-(2-methoxyethyl)-1-methyl-1H-benzo[d]imidazol-6-yl)-2(1H)-quinoxalinone C1(CC1)C1=CC=C2N=C(C(N(C2=C1)C1=CC=C(C=C1)OC(F)F)=O)C=1C=CC2=C(N(C(=N2)CCOC)C)C1